C(C)(C)C=1C=CC=NC1 5-isopropylpyridin